NC=1C(=NN(C1C(=O)OC)C)C methyl 4-amino-1,3-dimethyl-1H-pyrazole-5-carboxylate